((2-(2-methyl-[1,1'-biphenyl]-3-yl)-6-(methylthio)benzo[d]oxazol-5-yl)methyl)-L-allothreonine CC1=C(C=CC=C1C=1OC2=C(N1)C=C(C(=C2)SC)CN[C@@H]([C@@H](O)C)C(=O)O)C2=CC=CC=C2